N-((3S,4R)-3-fluoro-1-(oxetan-3-yl)piperidin-4-yl)-5-(1-(3-fluoropropyl)-1H-benzo[d][1,2,3]triazol-6-yl)-4-methoxypyrrolo[2,1-f][1,2,4]triazin-2-amine F[C@H]1CN(CC[C@H]1NC1=NN2C(C(=N1)OC)=C(C=C2)C=2C=CC1=C(N(N=N1)CCCF)C2)C2COC2